(±)-1-(tert-butylamino)-N-(3,4-dichlorophenyl)-6,7,8,9-tetrahydro-5H-6,9-epiminocyclohepta[c]pyridine-10-carboxamide C(C)(C)(C)NC1=NC=CC2=C1C1CCC(C2)N1C(=O)NC1=CC(=C(C=C1)Cl)Cl